COC=1C=C(C=CC1C)NC(=O)C1CC=CC1 N-(3-methoxy-4-methyl-phenyl)cyclopent-3-ene-1-carboxamide